3,4-dioleoyloxy-α-methyl-phenylpropenal C(CCCCCCC\C=C/CCCCCCCC)(=O)OC=1C=C(C=CC1OC(CCCCCCC\C=C/CCCCCCCC)=O)C=C(C=O)C